tetra-hydroxy-benzoquinone OC1=C(C(C(=C(C1=O)O)O)=O)O